2-(methylthio)-9-phenylacridine CSC1=CC2=C(C3=CC=CC=C3N=C2C=C1)C1=CC=CC=C1